C(C)(C)(C)C1=CC=C(C=C1)[S@](=NC(=O)C=1SC=CC1)C1=C(C(=CC=C1)C)C1=C(C=CC=C1C)I N-((S)-(4-(tert-butyl)phenyl)((R)-2'-iodo-6,6'-dimethyl-[1,1'-biphenyl]-2-yl)-λ4-sulfaneylidene)thiophene-2-carboxamide